C(N)(=O)C=1C(=NC=CC1)OC1=C(C=C(C=C1)CC(=O)NC1=NC2=C(N1CCOC)C=C(C=C2)C(=O)N)F 2-(2-(4-((3-carbamoyl-pyridin-2-yl)oxy)-3-fluorophenyl)-acetamido)-1-(2-methoxyethyl)-1H-benzo[d]-imidazole-6-carboxamide